4,4'-di-tert-butylazobenzene C(C)(C)(C)C1=CC=C(C=C1)N=NC1=CC=C(C=C1)C(C)(C)C